(3-(3-fluorophenyl)-3-hydroxypropoxy)carbamate FC=1C=C(C=CC1)C(CCONC([O-])=O)O